tert-butyl N-[2-nitro-4-(2,3,5,6-tetradeuterio-4-fluoro-phenyl)phenyl]carbamate [N+](=O)([O-])C1=C(C=CC(=C1)C1=C(C(=C(C(=C1[2H])[2H])F)[2H])[2H])NC(OC(C)(C)C)=O